(R or S)-3-((6-bromo-2-((3R,3'R)-3'-hydroxy-2,4-dihydro-1H-spiro[isoquinoline-3,4'-piperidin]-1'-ylcarbonyl)imidazo[1,2-a]pyrazin-8-yl)oxy)-1-methylpyrrolidin-2-one BrC=1N=C(C=2N(C1)C=C(N2)C(=O)N2C[C@H]([C@@]1(CC2)NCC2=CC=CC=C2C1)O)O[C@H]1C(N(CC1)C)=O |o1:29|